3,3'-Dimethyl-1,1'-biphenyl CC=1C=C(C=CC1)C1=CC(=CC=C1)C